ClC=1C=CC=C2CCN(CC12)CC1=C(C(=NC=C1)C=1C=C2CN(C(C2=CC1)=O)C1C(NC(CC1)=O)=O)F 3-(5-(4-((8-chloro-3,4-dihydroisoquinolin-2(1H)-yl)methyl)-3-fluoropyridin-2-yl)-1-oxoisoindolin-2-yl)piperidine-2,6-dione